Cl.FC=1C=C(C=CC1OC1=CC=NC2=CC(=CN=C12)OC)NC(=O)C1=CN(C=C(C1=O)C1=CC=CC=C1)C N-[3-Fluoro-4-[(7-methoxy-1,5-naphthyridin-4-yl)oxy]phenyl]-1-methyl-4-oxo-5-phenylpyridine-3-carboxamide hydrochloride